NC1=C(C=C(C=C1)C=1C=C(C(N(C1)C)=O)C)NCCOC(C)C 5-(4-amino-3-((2-isopropoxyethyl)amino)phenyl)-1,3-dimethylpyridin-2(1H)-one